(2S)-2-(4-chloro-6-oxo-pyridazin-1-yl)propanoic acid ClC=1C=NN(C(C1)=O)[C@H](C(=O)O)C